(2S)-2-(4-{2-azaspiro[3.3]heptan-6-yl}-1,2,3-triazol-1-yl)-3-methylbutanoate C1NCC12CC(C2)C=2N=NN(C2)[C@H](C(=O)[O-])C(C)C